ClC=1C=C2C(=C(C1)Cl)NC(C21CCN(CC1)CCOC=1C=NC(=NC1)C1(CC1)S(=O)(=O)C)=O 5,7-dichloro-1'-(2-{[2-(1-methanesulfonylcyclopropyl)pyrimidin-5-yl]oxy}ethyl)-1,2-dihydrospiro[indole-3,4'-piperidin]-2-one